N1=C(N=CC=C1)N1[C@H](CNCC1)CO (R)-(1-(pyrimidin-2-yl)piperazin-2-yl)methanol